2-methylpropionic acid 2-hydroxyethyl ester OCCOC(C(C)C)=O